2-fluoro-3-(4,4,5,5-tetramethyl-1,3,2-dioxaborolan-2-yl)-6-(methylthio)pyridine FC1=NC(=CC=C1B1OC(C(O1)(C)C)(C)C)SC